C(C=C)(=O)OC(CCCCCCC)CC decane-8-yl acrylate